O=C1CCOC2=CC(=CC=C12)OC(C1=CC=C(C#N)C=C1)C1=CC(=NC=C1)C(F)(F)F 4-(((4-oxochroman-7-yl)oxy)(2-(trifluoromethyl)pyridin-4-yl)methyl)benzonitrile